Tetrapropylpropylendiamin C(CC)N(CC(C)N(CCC)CCC)CCC